methyl 4-(4-((8-(3-acrylamidophenyl) quinazolin-2-yl) amino) phenyl)-1-methylpiperazine-2-carboxylate C(C=C)(=O)NC=1C=C(C=CC1)C=1C=CC=C2C=NC(=NC12)NC1=CC=C(C=C1)N1CC(N(CC1)C)C(=O)OC